(5R,8aR)-5-(4-methyl-1-oxo-1,3-dihydroisobenzofuran-5-yl)hexahydro-3H-oxazolo[3,4-a]pyrazin-3-one CC1=C2COC(C2=CC=C1[C@@H]1CNC[C@H]2N1C(OC2)=O)=O